C1(=CC=CC=C1)[C@H]1CCC2=NC=3C(=NC(=CC3)C3=CC(N(C=C3)C3CCOCC3)=O)N21 (R)-4-(8-phenyl-7,8-dihydro-6H-pyrrolo[2',1':2,3]imidazo[4,5-b]pyridin-2-yl)-1-(tetrahydro-2H-pyran-4-yl)pyridin-2(1H)-one